ClC=1C=C2CCNCC2=CC1NC1=NC=C(C(=N1)C1=CC2=C(C(N(CCS2(=O)=O)C2CC2)=O)S1)C(F)(F)F 7-(2-((6-chloro-1,2,3,4-tetrahydroisoquinolin-7-yl)amino)-5-(trifluoromethyl)pyrimidin-4-yl)-4-cyclopropyl-3,4-dihydrothieno[2,3-f][1,4]thiazepin-5(2H)-one 1,1-dioxide